methylthionicotinic acid CC1=C(C(=S)O)C=CC=N1